(S)-2-((benzyloxy)methyl)-6-methylene-4-tosyl-1,4-oxazepane C(C1=CC=CC=C1)OC[C@H]1OCC(CN(C1)S(=O)(=O)C1=CC=C(C)C=C1)=C